BrC1=CC=2N(C=C1)C=C(N2)CO (7-bromoimidazo[1,2-a]pyridin-2-yl)methanol